CCC=CCCCCCCCCCCCCCC γ-octadecene